CC1=C(C=C(C(=C1)N)C)N 2,5-dimethyl-p-phenylendiamine